O1CCC12CCC(CC2)OC2=NN=C(S2)NC(=O)C=2C=NC(=CC2C2=CC(=NC=C2OC)Cl)C N-(5-(((4r,7r)-1-oxaspiro(3.5)nonan-7-yl)oxy)-1,3,4-thiadiazol-2-yl)-2'-chloro-5'-methoxy-6-methyl-(4,4'-bipyridine)-3-carboxamide